heptadecan-9-yl-(R/S)-8-((3-((tert-butoxycarbonyl)amino)propyl)(8-oxo-8-(undecan-3-yloxy)octyl)amino)octanoate CCCCCCCCC(CCCCCCCC)OC(CCCCCCCN(CCCCCCCC(O[C@H](CC)CCCCCCCC)=O)CCCNC(=O)OC(C)(C)C)=O |r|